O-(mesitylsulfonyl)hydroxylamine CC1=CC(=C(C(=C1)C)S(=O)(=O)ON)C